C(C)(C)(C)C=1C=CC2=C(C3=CC=CC=C3C(=C2C1)C1=CC2=CC=CC=C2C=C1)C1=CC2=CC=CC=C2C=C1 3-tert-butyl-9,10-bis(naphth-2-yl)anthracene